1-(4-(Isoindolin-4-ylamino)piperidin-1-yl)ethan-1-one hydrochloride Cl.C1NCC2=C(C=CC=C12)NC1CCN(CC1)C(C)=O